BrC=1C=C(C=CC1N(CCCl)CCCl)C1=NC(=NC(=N1)C(Cl)(Cl)Cl)C(Cl)(Cl)Cl 4-[m-bromo-p-N,N-di(chloroethyl)aminophenyl]-2,6-di(trichloromethyl)-s-triazine